2-[2,6-bis(propan-2-yl)-4-(quinazolin-2-yl)phenyl]-N-{4-[(dimethylamino)methyl]benzene-sulfonyl}acetamide CC(C)C1=C(C(=CC(=C1)C1=NC2=CC=CC=C2C=N1)C(C)C)CC(=O)NS(=O)(=O)C1=CC=C(C=C1)CN(C)C